acryloxyvaleric acid C(C=C)(=O)OC(C(=O)O)CCC